N-(3-(dimethyl-4-methylenenaphthyl-ammonio)propyl)myristamide chloride [Cl-].C[N+](CCCNC(CCCCCCCCCCCCC)=O)(C1=CCC(C2=CC=CC=C12)=C)C